6,6'-(Ethane-1,2-diylbis(5-carbamoyl-4-methoxy-1H-benzo[d]imidazole-1,2-diyl))bis(3-chlorobenzoic acid) C(CN1C(=NC2=C1C=CC(=C2OC)C(N)=O)C2=CC=C(C=C2C(=O)O)Cl)N2C(=NC1=C2C=CC(=C1OC)C(N)=O)C1=CC=C(C=C1C(=O)O)Cl